5-(4-((7-Ethyl-6-oxo-5H-1,5-naphthyridin-3-yl)methyl)piperazin-1-yl)-6-chloro-N-(methyl-d3)pyridine-2-carboxamide C(C)C=1C(NC=2C=C(C=NC2C1)CN1CCN(CC1)C=1C=CC(=NC1Cl)C(=O)NC([2H])([2H])[2H])=O